4-amino-N-[[2-fluoro-4-(trifluoromethyl)phenyl]methyl]-N'-(2-methoxyethyl)-N',1-dimethyl-pyrazolo[4,3-c]quinoline-8-carbohydrazide NC1=NC=2C=CC(=CC2C2=C1C=NN2C)C(=O)N(N(C)CCOC)CC2=C(C=C(C=C2)C(F)(F)F)F